5-chloro-N-(6,7-dihydro-5H-pyrrolo[1,2-a]imidazol-7-yl)-7-(methylamino)pyrazolo[1,5-a]pyrimidine-3-carboxamide ClC1=NC=2N(C(=C1)NC)N=CC2C(=O)NC2CCN1C2=NC=C1